ClC1=CC(=C(C=N1)C=1C=NN(C1)CC(C)(O)C)OC1CC1 1-(4-(6-chloro-4-cyclopropoxypyridin-3-yl)-1H-pyrazol-1-yl)-2-methylpropan-2-ol